C(=O)O.COC=1C=C2C(=CC=NC2=CC1OC)N1CCN(CC1)C(CNNS(=O)=O)C N-(2-(4-(6,7-dimethoxyquinolin-4-yl)piperazin-1-yl)propyl)aminosulfonamide formate salt